FC1=C(C=C(C(=O)N[C@@H]2[C@H](CCCC2)O)C=C1)\C=C(\C=1C=NC=C(C1)NC1CCO1)/F 4-Fluoro-3-[(Z)-2-fluoro-2-{5-[(oxetan-4-yl)amino]pyridin-3-yl}vinyl]-N-[(1s,2s)-2-hydroxycyclohexyl]benzamide